NC1=C2C(=NC=N1)N(N=C2C2=CC=C(C=C2)CNC(C2=C(C=CC=C2)OC)=O)C2CCOCC2 N-[[4-(4-amino-1-tetrahydropyran-4-yl-pyrazolo[3,4-D]pyrimidin-3-yl)phenyl]methyl]-2-methoxy-benzamide